1-bromo-9,9'-spirobi[fluorene] BrC1=CC=CC=2C3=CC=CC=C3C3(C12)C1=CC=CC=C1C=1C=CC=CC13